NC1=NC(N(C(=C1)C(F)(F)F)C1CC1)=O 4-amino-1-cyclopropyl-6-(trifluoromethyl)-pyrimidin-2-one